3-(tert-butyl)-N-(4-(tert-butyl)phenyl-2,3,5,6-d4)benzene-2,4,5,6-d4-amine C(C)(C)(C)C1=C(C(=C(C(=C1[2H])[2H])[2H])NC1=C(C(=C(C(=C1[2H])[2H])C(C)(C)C)[2H])[2H])[2H]